trans-cyclopropyl-3-methyl-5-[8-(trifluoromethyl)-5-quinolyl]piperidine-1-carboxamide C1(CC1)C1N(CC(CC1C)C1=C2C=CC=NC2=C(C=C1)C(F)(F)F)C(=O)N